8-(4-chloro-2-fluorophenyl)-2,3-dimethyl-6-(2-(1-methyl-1H-pyrazol-4-yl)morpholino)pyrido[3,4-d]pyrimidin-4(3H)-one ClC1=CC(=C(C=C1)C1=NC(=CC2=C1N=C(N(C2=O)C)C)N2CC(OCC2)C=2C=NN(C2)C)F